N-(5-(4-((7-(3-(1H-imidazol-1-yl)propionamido)-4-oxoquinazolin-3(4H)-yl)methyl)-4-hydroxypiperidin-1-yl)-4-benzyl-5-oxopentyl)-4-chloroquinoline-7-carboxamide N1(C=NC=C1)CCC(=O)NC1=CC=C2C(N(C=NC2=C1)CC1(CCN(CC1)C(C(CCCNC(=O)C1=CC=C2C(=CC=NC2=C1)Cl)CC1=CC=CC=C1)=O)O)=O